Cl.N[C@@H](CO)COC (S)-2-amino-3-methoxypropane-1-ol hydrochloride